(3-methoxy-4-((4-(1-methyl-1H-pyrazol-4-yl)(trifluoromethyl)pyrimidinyl)amino)phenyl)(morpholino)methanone COC=1C=C(C=CC1NC1=NC=C(C(=N1)C=1C=NN(C1)C)C(F)(F)F)C(=O)N1CCOCC1